N1(CCC2=CC=CC=C12)S(=O)(=O)C=1C=CC(=C(C(=O)NC2=C(C=CC=C2)C)C1)OC 5-(indolin-1-ylsulfonyl)-2-methoxy-N-(o-tolyl)benzamide